7-fluoro-6-(1-(8-isopropyl-8-azabicyclo[3.2.1]octan-3-yl)piperidin-4-yl)-1-methyl-2-(4-(methylsulfonyl)phenyl)-1H-benzo[d]imidazole FC1=C(C=CC2=C1N(C(=N2)C2=CC=C(C=C2)S(=O)(=O)C)C)C2CCN(CC2)C2CC1CCC(C2)N1C(C)C